4-methyl-3-oxo-1,2,3,4-tetrahydroquinoxaline CN1C(CNC2=CC=CC=C12)=O